7-fluoro-3-(methoxy-methoxy)-8-((triisopropylsilyl)ethynyl)naphthalene FC1=CC=C2C=C(C=CC2=C1C#C[Si](C(C)C)(C(C)C)C(C)C)OCOC